tert-butyl 4-(3-(2,4-dioxotetrahydropyrimidin-1(2H)-yl)-5-fluoro-1-methyl-1H-indol-6-yl)-3,3-difluoro-3,6-dihydropyridine-1(2H)-carboxylate O=C1N(CCC(N1)=O)C1=CN(C2=CC(=C(C=C12)F)C=1C(CN(CC1)C(=O)OC(C)(C)C)(F)F)C